6-acetoxy-9,21-dichloro-11beta-hydroxy-16alpha-methyl-3,20-dioxo-5-pregn-1-en-17-ylfuran-2-carboxylate C(C)(=O)OC1C[C@H]2[C@@H]3C[C@H]([C@](C(CCl)=O)([C@]3(C[C@@H]([C@@]2([C@]2(C=CCCC12)C)Cl)O)C)C1=CC(C(O1)C(=O)[O-])=O)C